2-(2-methoxyacetyl)-5-{[2-(2-methoxyacetyl)-1,3-dioxo-2,3-dihydro-1H-inden-5-yl]oxy}-2,3-dihydro-1H-indene-1,3-dione COCC(=O)C1C(C2=CC=C(C=C2C1=O)OC=1C=C2C(C(C(C2=CC1)=O)C(COC)=O)=O)=O